C(C)(C)(C)OC(=O)N1C(CCC1)C=CC1=CC(=CC=C1)F 2-(3-Fluorostyryl)pyrrolidine-1-carboxylic acid tert-butyl ester